C1(=CC=CC=C1)/C(/C(=O)NC1=CC=C(C=C1)C)=C\C1=CC=CC=C1 (E)-2,3-diphenyl-N-(p-tolyl)acrylamide